ClC=1C(=C2C=NNC2=CC1C)C=1C(=NN(C1C)C1CC2(CN(C2)C(C=C)=O)C1)C1=CC2=CN(N=C2C=C1)CC(C)(C)O 1-(6-(4-(5-chloro-6-methyl-1H-indazol-4-yl)-3-(2-(2-hydroxy-2-methylpropyl)-2H-indazol-5-yl)-5-methyl-1H-pyrazol-1-yl)-2-azaspiro[3.3]heptan-2-yl)prop-2-en-1-one